CN1N=CC=2C1=NC(=CC2N2CCC(CC2)C2=C(C=C(C=N2)N2C[C@@H]([C@H](CC2)N)OC)C)C (3S,4S)-1-[6-[1-(1,6-dimethylpyrazolo[3,4-b]pyridin-4-yl)-4-piperidyl]-5-methyl-3-pyridyl]-3-methoxy-piperidin-4-amine